ClC1=C(C=CC(=C1)Cl)NC(=O)C1=NC(=NO1)C=1SC=CC1 N-(2,4-dichlorophenyl)-3-(thiophen-2-yl)-1,2,4-oxadiazole-5-carboxamide